N-(4-(4-(3-butylureido)phenyl)-7H-pyrrolo[2,3-d]pyrimidin-2-yl)cyclopropylcarboxamide C(CCC)NC(NC1=CC=C(C=C1)C=1C2=C(N=C(N1)NC(=O)C1CC1)NC=C2)=O